[Li+].C=CC1=CC=C(C=C1)S(=O)(=O)[O-] p-styrenesulfonic acid lithium salt